OC1CCC(CC1)C(=O)NCCCCCCC1=CC=CC=C1 4-Hydroxy-N-(6-phenylhexyl)cyclohexane-1-carboxamide